isooctyl-4,4'-butylidenebis(6-tert-butyl-3-methylphenol) C(CCCCC(C)C)C(CCC)(C1=C(C=C(C(=C1)C(C)(C)C)O)C)C1=C(C=C(C(=C1)C(C)(C)C)O)C